Phosphetan-1-oxide P1(CCC1)=O